tert-butyl 1-methyl-2-((2-methyl-3-(4,4,5,5-tetramethyl-1,3,2-dioxaborolan-2-yl)phenyl)carbamoyl)-1,4,6,7-tetrahydro-5H-imidazo[4,5-c]pyridine-5-carboxylate CN1C(=NC=2CN(CCC21)C(=O)OC(C)(C)C)C(NC2=C(C(=CC=C2)B2OC(C(O2)(C)C)(C)C)C)=O